N,N-diethyl-2-(1-naphthoxy)propionamide C(C)N(C(C(C)OC1=CC=CC2=CC=CC=C12)=O)CC